N-(5-(6-(3-fluoro-2-methoxyphenyl)-1-oxo-3,4-dihydroisoquinolin-2(1H)-yl)-2-((2-methoxyethoxy)methoxy)phenyl)methanesulfonamide FC=1C(=C(C=CC1)C=1C=C2CCN(C(C2=CC1)=O)C=1C=CC(=C(C1)NS(=O)(=O)C)OCOCCOC)OC